FC=1C=C2NC=CC2=C2CCC(NCCCCCC(C3=CN=C(C=4C(=CC=C(OC12)C4)F)N3)C=3C=C(C=CC3)CCC(=O)O)=O 3-[3-(23,29-difluoro-13-oxo-25-oxa-3,12,20,31-tetrazapentacyclo[24.3.1.12,5.016,24.017,21]hentriaconta-1(30),2,4,16,18,21,23,26,28-nonaen-6-yl)phenyl]propanoic acid